ClCC1=CC(=C(C=C1)C#C)F 4-(chloromethyl)-1-ethynyl-2-fluorobenzene